O(C#N)C1=CC=C(C=C1)SC1=CC=C(C=C1)OC#N bis(4-cyanatophenyl) sulfide